COC(=O)C1CC(C1)N1C[C@H](CCC1)C1CNC1 (R)-3-(3-(azetidine-3-yl)piperidin-1-yl)cyclobutane-1-carboxylic acid methyl ester